9,10-dimethoxy-1,3,4,6,7,11b-hexahydro-2H-pyrido[2,1-a]isoquinolin-2-one COC=1C=C2CCN3C(C2=CC1OC)CC(CC3)=O